3-(2-(2-(2-(2-Azidoethoxy)Ethoxy)Ethoxy)Ethoxy)-2-Fluoropyridine N(=[N+]=[N-])CCOCCOCCOCCOC=1C(=NC=CC1)F